N'-Methyl-piperazine CN1CCNCC1